Cl.Cl.CN1CCOCC1 4-methyl-morpholine dihydrochloride